(2-(5-methoxy-1H-pyrrolo[3,2-b]pyridin-3-yl)ethyl)(prop-2-yl)amine COC1=CC=C2C(=N1)C(=CN2)CCNC(C)C